3-amino-N-(2-{3-amino-4-[(1-methoxycyclopropyl)methoxy]pyrrolidin-1-yl}-5,6,7,8-tetrahydroquinolin-6-yl)-5-fluoro-6-methylthieno[2,3-b]pyridine-2-carboxamide NC1=C(SC2=NC(=C(C=C21)F)C)C(=O)NC2CC=1C=CC(=NC1CC2)N2CC(C(C2)OCC2(CC2)OC)N